N-((1-(azetidin-3-ylmethyl)pyrrolidin-3-yl)methyl)-2-ethyl-4-((3-(3-(trifluoromethyl)-1H-pyrazol-4-yl)imidazo[1,2-a]pyrazin-8-yl)amino)benzamide bis(2,2,2-trifluoroacetate) FC(C(=O)O)(F)F.FC(C(=O)O)(F)F.N1CC(C1)CN1CC(CC1)CNC(C1=C(C=C(C=C1)NC=1C=2N(C=CN1)C(=CN2)C=2C(=NNC2)C(F)(F)F)CC)=O